ethyl 5-(7-chloro-8-fluoro-5-methoxy-2-(methylsulfonyl)pyrido[4,3-d]pyrimidin-4-yl)-5,6,7,8-tetrahydro-4H-pyrazolo[1,5-a][1,4]diazepine-2-carboxylate ClC1=C(C=2N=C(N=C(C2C(=N1)OC)N1CC=2N(CCC1)N=C(C2)C(=O)OCC)S(=O)(=O)C)F